C(C)(C)(C)C1=NN(C=C1)C1=C(CNC2=C3N=CN(C3=NC(=N2)Cl)C(C)C)C=CC=C1 N-(2-(3-(tert-butyl)-1H-pyrazol-1-yl)benzyl)-2-chloro-9-isopropyl-9H-purin-6-amine